[2-[[1-[[4-methoxy-3-[(2-methoxyphenyl)sulfonylamino]-1,2-benzoxazol-6-yl]methyl]pyrazol-4-yl]methylamino]-2-oxo-ethyl]prop-2-enamide COC1=CC(=CC2=C1C(=NO2)NS(=O)(=O)C2=C(C=CC=C2)OC)CN2N=CC(=C2)CNC(CC(C(=O)N)=C)=O